(E)-5-nitro-1H-pyrazole [N+](=O)([O-])C1=CC=NN1